(oxetan-3-ylmethyl)pyridin-2-one O1CC(C1)CC=1C(NC=CC1)=O